((1H-indazol-2-yl)methyl)-3-(2-methoxyphenyl)thiourea N1N(CC2=CC=CC=C12)CNC(=S)NC1=C(C=CC=C1)OC